C(C)[C@@H]1N(CCNC1)C(=O)OC(C)(C)C tert-butyl (S)-2-ethylpiperazine-1-carboxylate